6-Chloro-N4-cyclobutyl-2-(propylsulfanyl)pyrimidine-4,5-diamine ClC1=C(C(=NC(=N1)SCCC)NC1CCC1)N